C(=O)O.N=1C=CN2C1C=CC(=C2)C(=O)N imidazo[1,2-a]pyridine-6-carboxamide formate salt